FC(C(=O)O)(F)F.N1[C@H](CC1)C(=O)OCC1=CC=CC=C1 benzyl (R)-azetidine-2-carboxylate 2,2,2-trifluoroacetate